BrCC(C(C)(C)C)=O 1-Bromo-3,3-dimethyl-2-butanone